6-[(2S)-2-aminopropyl]-2-cyclopropyl-N-[(furan-2-yl)methyl]-7-methylthieno[3,2-d]pyrimidin-4-amine dihydrochloride Cl.Cl.N[C@H](CC1=C(C=2N=C(N=C(C2S1)NCC=1OC=CC1)C1CC1)C)C